(1S,2S)-2-(1-Ethyl-1H-benzo[d]imidazol-2-yl)cyclopropane-1-carboxylic acid C(C)N1C(=NC2=C1C=CC=C2)[C@@H]2[C@H](C2)C(=O)O